FC(COP([O-])[O-])(F)F 2,2,2-trifluoroethylphosphite